5,N5,6-trimethyl-2-oxo-N3-(4-phenoxybenzyl)-1-[3-(trifluoromethyl)phenyl]-1,2-dihydropyridine-3,5-dicarboxamide CC1(C=C(C(N(C1C)C1=CC(=CC=C1)C(F)(F)F)=O)C(=O)NCC1=CC=C(C=C1)OC1=CC=CC=C1)C(=O)NC